(2,6-dimethylphenyl)diphenylphosphine CC1=C(C(=CC=C1)C)P(C1=CC=CC=C1)C1=CC=CC=C1